The molecule is a trisaccharide derivative in which N-acetyl-alpha-D-galactosaminyl-(1->4)-N-acetyl-alpha-D-galactosaminyl-(1->4)-N-acetyl-alpha-D-galactosamine is linked glycosidically to biotin via a (21-oxo-3,6,9,12,15,18-hexaoxa-22-azapentacosan-1-yl)amino spacer. One of a set of synthesised biotinylated oligo-alpha-(1->4)-D-galactosamines comprising from two to six monosaccharide units, along with their N-acetylated derivatives (PMID:31913631), aimed at analysing the specificity of the antibody responses to a complex exopolysaccharide galactosaminogalactan found in Aspergillus fumigatus, the most important airborne human fungal pathogen in industrialized countries. It is a member of biotins and a trisaccharide derivative. CC(=O)N[C@@H]1[C@H]([C@H]([C@H](O[C@@H]1O[C@H]2[C@H](O[C@@H]([C@@H]([C@H]2O)NC(=O)C)O[C@H]3[C@H](O[C@@H]([C@@H]([C@H]3O)NC(=O)C)OCCCNC(=O)CCOCCOCCOCCOCCOCCOCCNC(=O)CCCC[C@H]4[C@@H]5[C@H](CS4)NC(=O)N5)CO)CO)CO)O)O